(4-(methylamino)isoindolin-2-yl)methanone CNC1=C2CN(CC2=CC=C1)C=O